ClC=1C=CC(=C(C1)C1=NC=NC(=C1C)OC)N1N=NC(=C1)Cl 4-(5-chloro-2-(4-chloro-1H-1,2,3-triazol-1-yl)phenyl)-6-methoxy-5-methylpyrimidine